NC1=NC=NC=2N(C3=C(C=C(C=C3C21)C2=NC=CC=C2)C)CC(=O)OCCCC butyl 2-(4-amino-8-methyl-6-(pyridin-2-yl)-9H-pyrimido[4,5-b]indol-9-yl)acetate